3-aminopropyl-(dimethoxymethylsilane) NCCC[SiH2]C(OC)OC